C1=CC=CC=2C3=CC=CC=C3N(C12)C1=CC=2C(C3=CC(=CC=C3C2C=C1)N1C2=CC=CC=C2C=2C=CC=CC12)(CCCCCCCC)CCCCCCCC 2,7-bis(carbazole-9-yl)-9,9-dioctylfluorene